C(C)C1S(=O)(=O)CCC1(C(C)(C)C)SC1(C(S(=O)(=O)CC1)CC)C(C)(C)C ethyl-3-tertiary butyl-3-sulfolanyl sulfide